(R)-1-(3-((3'-(3-(3-(dimethylamino)azetidin-1-yl)propoxy)-2,2'-dimethyl-[1,1'-biphenyl]-3-yl)oxy)propyl)pyrrolidin-3-ol CN(C1CN(C1)CCCOC=1C(=C(C=CC1)C1=C(C(=CC=C1)OCCCN1C[C@@H](CC1)O)C)C)C